S(=O)(=O)([O-])[O-].[B+3].[Li+].[Na+] sodium lithium boron sulfate